N-(5-amino-1-{2-[1-(cyclopropylmethyl)-1H-pyrrolo[2,3-b]pyridin-2-yl]-1-methyl-1H-1,3-benzodiazole-5-carbonyl}piperidin-3-yl)carbamic acid tert-butyl ester C(C)(C)(C)OC(NC1CN(CC(C1)N)C(=O)C1=CC2=C(N(C(=N2)C2=CC=3C(=NC=CC3)N2CC2CC2)C)C=C1)=O